N1=CN=CC(=C1)C1=CC=C(C=C1)NC1=CC(=CC=C1)C1=NC2=C(N1)C=C(C=C2)C(F)(F)F N-[4-(pyrimidin-5-yl)phenyl]-3-[6-(trifluoromethyl)-1H-benzo[d]imidazol-2-yl]aniline